ClC(C1=NC(=NC(=N1)C(Cl)(Cl)Cl)C=CC1=CC=C(C=C1)OC)(Cl)Cl 2,4-bis(trichloromethyl)-6-(p-methoxyphenylvinyl)-1,3,5-triazine